FC1=C(C=C(C(=C1OC)F)F)C=1SC(=CN1)C(=O)O 2-(2,4,5-Trifluoro-3-methoxyphenyl)thiazole-5-carboxylic acid